(5R)-9,9-dimethyl-2-[1-methyl-3-(trifluoromethyl)-1H-pyrazole-5-carbonyl]-8-oxo-2-azaspiro[4.5]dec-6-ene-7-carbonitrile CC1(C(C(=C[C@]2(CCN(C2)C(=O)C2=CC(=NN2C)C(F)(F)F)C1)C#N)=O)C